C(CCC)OC1=C(C=C(C(=O)NC2CCN(CC2)S(=O)(=O)C)C=C1OC)OC 4-butoxy-3,5-dimethoxy-N-[1-(methylsulfonyl)piperidin-4-yl]benzamide